(4S,4'S)-2,2'-(cyclopropane-1,1-diyl)bis(4-tert-butyl-4,5-dihydro-oxazole) C1(CC1)(C=1OC[C@@H](N1)C(C)(C)C)C=1OC[C@@H](N1)C(C)(C)C